C(C1=CC=CC=C1)N(CC(O)C1=CC(=CC(=C1)OCC1=CC=CC=C1)OCC1=CC=CC=C1)C(C)(C)C 2-(benzyl-(tert-butyl)amino)-1-(3,5-di(benzyloxy)phenyl)ethane-1-ol